ClC1=CC=C(C(=N1)C(=O)O)N[C@H](C)C=1C=C(C=C2C(N(C(=NC12)C=1N=CN(C1)C)C)=O)C (R)-6-chloro-3-((1-(3,6-dimethyl-2-(1-methyl-1H-imidazol-4-yl)-4-oxo-3,4-dihydroquinazolin-8-yl)ethyl)amino)picolinic acid